C(C)(=O)C(C(N)C(C)=O)N 1,2-diacetylethylenediamine